NC1=C2C(=C3C(=N1)C=C(N3)C(=O)N(C)[C@H]3COC1(C4=CC(=CC(=C34)F)C(F)(F)F)CC1)CO[C@@H]2C (R)-5-amino-N-((R)-5'-fluoro-7'-(trifluoromethyl)spiro[cyclopropane-1,1'-isochroman]-4'-yl)-N,6-dimethyl-6,8-dihydro-1H-furo[3,4-d]pyrrolo[3,2-b]pyridine-2-carboxamide